(Z)-Methyl 3-(((4-(N-(2-(dimethylamino)ethoxy)sulfamoyl)phenyl)amino)(phenyl)methylene)-2-oxoindoline-6-carboxylate CN(CCONS(=O)(=O)C1=CC=C(C=C1)N\C(=C\1/C(NC2=CC(=CC=C12)C(=O)OC)=O)\C1=CC=CC=C1)C